(Z,Z)-9,11-hexadecadien-1-ol C(CCCCCCC\C=C/C=C\CCCC)O